C(C)(C)(C)C1=C(C=C(C(=N1)C)C(=O)O)C(F)(F)F 6-tert-butyl-2-methyl-5-(trifluoromethyl)pyridine-3-carboxylic acid